p-t-Butyl-phenyl-acetaldehyde C(C)(C)(C)C1=CC=C(C=C1)CC=O